COC(=O)/C(=C/[C@H]1C([C@@H]1C(=O)OCC1=C(C(=C(C(=C1F)F)COC)F)CC)(C)C)/C 2-ethyl-4-methoxymethyl-3,5,6-trifluorobenzyl (1R)-trans-3-[(E)-(2-methoxycarbonyl-1-propenyl)]-2,2-dimethylcyclopropanecarboxylate